FC=1C=C(C=CC1F)N1C(=C(C2=C1C=C1C=NN(C1=C2)C(C(C)(C)C)=O)C2CCC(CC2)(C(=O)OC)OC)C(C)C methyl 4-[5-(3,4-difluorophenyl)-1-(2,2-dimethylpropanoyl)-6-isopropyl-pyrrolo[2,3-f]indazol-7-yl]-1-methoxy-cyclohexanecarboxylate